(2S,5R)-5-(2-chlorophenyl)-1-(4-(trifluoromethoxy)benzoyl)pyrrolidine-2-carboxylic acid ClC1=C(C=CC=C1)[C@H]1CC[C@H](N1C(C1=CC=C(C=C1)OC(F)(F)F)=O)C(=O)O